NC1=NC=CC2=C(C=CC=C12)C=1C=C2C(=NN(C2=CC1)C1CN(CC1)S(=O)(=O)CC)COC1=C(C=CC=C1)CC(=O)O 2-(2-((5-(1-aminoisoquinolin-5-yl)-1-(1-(ethanesulfonyl)pyrrolidin-3-yl)-1H-indazol-3-yl)methoxy)phenyl)acetic acid